Methanone oxime C=NO